C(C)OP(OCC)(=O)CN(CCO)CCO N,N-bis(2-hydroxyethyl)aminomethyl-phosphonic acid diethyl ester